C(CC)[Te] n-propyltellurium